2-(2-furyl)ethynyl-trimethyl-silane O1C(=CC=C1)C#C[Si](C)(C)C